(1-phenyl-1H-pyrazol-4-yl)methanol Methyl-N-(2-amino-4-bromobenzyl)-N-methylglycinate CC(N(C)CC1=C(C=C(C=C1)Br)N)C(=O)OCC=1C=NN(C1)C1=CC=CC=C1